2-(2-((7-(3-(aminomethyl)phenyl)benzofuran-5-yl)methoxy)-4-((3-methylbutanamido)methyl)phenyl)acetic acid NCC=1C=C(C=CC1)C1=CC(=CC=2C=COC21)COC2=C(C=CC(=C2)CNC(CC(C)C)=O)CC(=O)O